C(C)O[Si](OCC)(OCC)CN1CCCCC1 [(triethoxysilyl)methyl]piperidine